C(C)(=O)O[C@@H](C)C1=NC(=NO1)C=1C=C2CC[C@H](C2=CC1)NC(=O)C=1C=NN(C1)C 1-(3-{(1R)-1-[(1-methylpyrazol-4-yl)carbonylamino]indan-5-yl}(1,2,4-oxadiazol-5-yl))(1S)-ethyl acetate